methyl 2-(6-(isopropyl (methyl) amino) pyridin-3-yl)-2-oxoacetate C(C)(C)N(C1=CC=C(C=N1)C(C(=O)OC)=O)C